benzyl ((R)-2-((tert-butoxycarbonyl)amino)-4-phenylbutanoyl)-L-alaninate C(C)(C)(C)OC(=O)N[C@@H](C(=O)N[C@@H](C)C(=O)OCC1=CC=CC=C1)CCC1=CC=CC=C1